N=1C=C(N2C1C=CC=C2)C2CN(CCN2)C2=NC(=NC(=C2)C(C)C)N 4-(3-imidazo[1,2-a]pyridin-3-ylpiperazin-1-yl)-6-isopropyl-pyrimidin-2-amine